OC[C@@H](C)NC1=NC(=CC(=C1)C=1C=C(C=CC1C)NC(=O)N1C[C@@H](CC1)CC(F)(F)F)C1CCOCC1 (S)-N-(3-(2-(((R)-1-hydroxypropan-2-yl)amino)-6-(tetrahydro-2H-pyran-4-yl)pyridin-4-yl)-4-methylphenyl)-3-(2,2,2-trifluoroethyl)pyrrolidine-1-carboxamide